CC=1NC(C2=C(N1)C=NC(=C2)N2C[C@H](CC2)NC(C)=O)=C=O (S)-N-(1-(2-methyl-4-carbonyl-3,4-dihydropyrido[3,4-d]pyrimidin-6-yl)pyrrolidin-3-yl)acetamide